N(=[N+]=[N-])CC1=CC=C(C=C1)N1C(N(CC1)C1C(N(C(CC1)=O)C(=O)OC(C)(C)C)=O)=O Tert-Butyl 3-(3-(4-(azidomethyl)phenyl)-2-oxoimidazolidin-1-yl)-2,6-dioxopiperidine-1-carboxylate